1-((1R,5S)-3,8-diazabicyclo[3.2.1]octan-8-yl)-6-(8-bromonaphthalen-1-yl)-3-((1-methylpyrrolidin-2-yl)methoxy)-5,6,7,8-tetrahydro-2,6-naphthyridine-4-carbonitrile [C@H]12CNC[C@H](CC1)N2C2=NC(=C(C=1CN(CCC21)C2=CC=CC1=CC=CC(=C21)Br)C#N)OCC2N(CCC2)C